C(#N)N[C@@H]1C[C@H](CC1)C(=O)NC=1SC(=CN1)C1=CC=CC=C1 (1S,3S)-3-(cyanoamino)-N-(5-phenyl-1,3-thiazol-2-yl)cyclopentane-1-carboxamide